3-((4-(1-(methylsulfonyl)piperidin-4-yl)phenyl)ethynyl)pyrazine-2-carboxamide β-isopropoxyethyl-cyanoacrylate C(C)(C)OCCC=C(C(=O)O)C#N.CS(=O)(=O)N1CCC(CC1)C1=CC=C(C=C1)C#CC=1C(=NC=CN1)C(=O)N